COC=1C=2N(C=C(C1)OC)N=C(C2)C(=O)O 4,6-dimethoxypyrazolo[1,5-a]Pyridine-2-carboxylic acid